ClC1=CC(=C(C=C1)C1CCN(CC1)C1=C(C=CC=C1)I)F 4-(4-chloro-2-fluorophenyl)-1-(2-iodophenyl)piperidine